C(CCCC=C)NCCCCC=C di(5-hexenyl)amine